4-benzyl-8-(benzylamino)-1,4a,5,7,8,8a-hexahydropyrano[3,4-b]pyrazine-2,3-dione C(C1=CC=CC=C1)N1C2C(NC(C1=O)=O)C(COC2)NCC2=CC=CC=C2